(R)-N-(4-(3-((5-cyanopyrimidin-2-yl)amino)pyrrolidin-1-yl)-2-morpholinoquinazolin-7-yl)acrylamide C(#N)C=1C=NC(=NC1)N[C@H]1CN(CC1)C1=NC(=NC2=CC(=CC=C12)NC(C=C)=O)N1CCOCC1